5-([1,1'-biphenyl]-4-yl)-3-(1-isopropyl-1H-benzo[d][1,2,3]triazol-5-yl)-1,2,4-oxadiazole C1(=CC=C(C=C1)C1=NC(=NO1)C1=CC2=C(N(N=N2)C(C)C)C=C1)C1=CC=CC=C1